FC1=C(C=CC(=C1)OC(F)(F)F)N1N=C(C=2C1=NC=CC2CO)C2CN(C2)C(=O)OC(C)(C)C tert-butyl 3-[1-[2-fluoro-4-(trifluoromethoxy)phenyl]-4-(hydroxymethyl)pyrazolo[3,4-b]pyridin-3-yl]azetidine-1-carboxylate